[N+](=O)([O-])[C@H]([C@H](CC1=CC(CC(C1)(C)C)=O)C1=CC=CC=C1)C1=CC=C(C=C1)C 3-((2R,3R)-3-nitro-2-phenyl-3-(p-tolyl)propyl)-5,5-dimethyl-cyclohex-2-en-1-one